(2-methoxy-4-(4-oxo-3,5,7,8-tetrahydro-4H-thiopyrano[4,3-d]pyrimidin-2-yl)phenyl)boronic acid COC1=C(C=CC(=C1)C=1NC(C2=C(N1)CCSC2)=O)B(O)O